8-((2s,5r)-4-((4-chlorophenyl)(pyrimidin-4-yl)methyl)-2,5-dimethylpiperazin-1-yl)-5-methyl-6-oxo-5,6-dihydro-1,5-naphthyridine-2-carbonitrile ClC1=CC=C(C=C1)C(N1C[C@@H](N(C[C@H]1C)C1=CC(N(C=2C=CC(=NC12)C#N)C)=O)C)C1=NC=NC=C1